ClC1=CC=C(C=C1)N(C(=O)C1=NN(C=N1)C1=CC=C(C=C1)CC)C N-(4-chlorophenyl)-1-(4-ethylphenyl)-N-methyl-1H-1,2,4-triazole-3-carboxamide